CN(C1=CC=C(C=C1)C=CC(C)=O)C 4-(4-dimethylaminophenyl)-3-buten-2-one